N1C=CC2=CC(=CC=C12)C=O INDOLE-5-CARBOXALDEHYDE